(5S)-13-benzyloxy-3-(2,6-difluorophenyl)-5-methyl-11-oxa-9-thia-4,7-diazatricyclo[8.5.0.02,8]pentadec-1(10),2(8),3-trien-6-one C(C1=CC=CC=C1)OC1COC=2SC=3NC([C@@H](N=C(C3C2CC1)C1=C(C=CC=C1F)F)C)=O